(1r,4r)-4-((5-([1,2,4]triazolo[1,5-a]pyridin-6-yl)-4-(2,2-difluoroethoxy)pyrrolo[2,1-f][1,2,4]triazin-2-yl)amino)-1-ethylcyclohexan-1-ol N=1C=NN2C1C=CC(=C2)C=2C=CN1N=C(N=C(C12)OCC(F)F)NC1CCC(CC1)(O)CC